2-(4-((benzylcarbamoyl)(trans-4-((5-cyanopyridin-2-yl)amino)cyclohexyl)amino)phenyl)-1,3-thiazole-4-carboxamide C(C1=CC=CC=C1)NC(=O)N(C1=CC=C(C=C1)C=1SC=C(N1)C(=O)N)[C@@H]1CC[C@H](CC1)NC1=NC=C(C=C1)C#N